ClC1=CC=C(S1)CN(C1=C(C(=NN1C(C(CO)(C)C)=O)C1C(N(C(C1)O)CC(=O)N1CCOCC1)C)OC)C 1-(5-{[(5-Chlorothiophen-2-yl)methyl](methyl)amino}-3-{5-hydroxy-2-methyl-1-[2-(morpholin-4-yl)-2-oxoethyl]pyrrolidin-3-yl}-4-methoxy-1H-pyrazol-1-yl)-3-hydroxy-2,2-dimethylpropan-1-on